P(=O)(O)(O)O.FC=1C=C(C=CC1C=1C=NC(=CC1)C=1N=NN(N1)C)N1C(O[C@H](C1)C(CC)O)=O (R)-3-(3-fluoro-4-(6-(2-methyl-2H-tetrazol-5-yl)pyridin-3-yl)phenyl)-5-(1-hydroxypropyl)oxazolidin-2-one phosphate